tert-butyl 5-(N-((5-(hydrazinecarbonyl)pyridin-2-yl)methyl)methylsulfonamido)isoindoline-2-carboxylate N(N)C(=O)C=1C=CC(=NC1)CN(S(=O)(=O)C)C=1C=C2CN(CC2=CC1)C(=O)OC(C)(C)C